NCCS(=O)(=O)[O-].[Na+] sodium Taurinate